[3-(6-cyclopropyl-pyridazin-3-yl)oxy-azetidin-1-yl]-[6-(3-cyclopropyl-1,2,4-triazol-1-yl)-2-azaspiro[3.3]heptan-2-yl]methanone C1(CC1)C1=CC=C(N=N1)OC1CN(C1)C(=O)N1CC2(C1)CC(C2)N2N=C(N=C2)C2CC2